2-(2-fluoro-4-iodophenylamino)-N-(2-hydroxyethoxy)-1,5-dimethyl-6-oxopyridine-3-carboxamide FC1=C(C=CC(=C1)I)NC=1N(C(C(=CC1C(=O)NOCCO)C)=O)C